(R)-8-(1-((4-chloro-2-(4-hydroxypiperidin-1-yl)phenyl)amino)ethyl)-3,6-dimethyl-2-morpholinoquinazolin-4(3H)-one ClC1=CC(=C(C=C1)N[C@H](C)C=1C=C(C=C2C(N(C(=NC12)N1CCOCC1)C)=O)C)N1CCC(CC1)O